5-(3,5-difluorobenzyl)-2-(4-fluorobenzyl)-1-(2-hydroxyethyl)-1,2,4,5,6,7-hexahydro-3H-pyrazolo[4,3-c]pyridin-3-one FC=1C=C(CN2CC3=C(CC2)N(N(C3=O)CC3=CC=C(C=C3)F)CCO)C=C(C1)F